FC=1C=CC(=C(C(=O)N(C(C)C)C(C)C)C1)OC=1C(=NC=NC1)N1CC2(C1)CN(CC2)CC(C)(C)C 5-fluoro-N,N-diisopropyl-2-((4-(6-neopentyl-2,6-diazaspiro[3.4]octan-2-yl)pyrimidin-5-yl)oxy)benzamide